C(C)(C)(C)C=1C=C(C=CC1)[C@H]1CC2(CC1)CCN(CC2)C(=O)C2CC(C2)(C)O |r| (rac)-(2-(3-(tert-Butyl)phenyl)-8-azaspiro[4.5]decan-8-yl)((1s,3s)-3-hydroxy-3-methylcyclobutyl)methanon